N-(3-aminophenyl)aminosulfonamide NC=1C=C(C=CC1)NNS(=O)=O